(2r,3s,4s,5r)-3-(3,4-difluoro-2-methoxyphenyl)-N-(3-fluoro-5-sulfamoylphenyl)-4,5-dimethyl-5-(trifluoromethyl)tetrahydrofuran-2-carboxamide FC=1C(=C(C=CC1F)[C@H]1[C@@H](O[C@]([C@H]1C)(C(F)(F)F)C)C(=O)NC1=CC(=CC(=C1)S(N)(=O)=O)F)OC